2-(4-methyl-2H-1,2,3-triazol-2-yl)-1,8-naphthyridine CC1=NN(N=C1)C1=NC2=NC=CC=C2C=C1